BrC1=CC=2N=C(NC(C2S1)=O)CN(C(OC(C)(C)C)=O)CC(C)(C)O tert-butyl [(6-bromo-4-oxo-3,4-dihydrothieno[3,2-d]pyrimidin-2-yl)methyl](2-hydroxy-2-methylpropyl)carbamate